methyl (S)-2-((tert-butoxycarbonyl)amino)-3-((3R,4R)-2-oxo-4-vinylpyrrolidin-3-yl)propanoate C(C)(C)(C)OC(=O)N[C@H](C(=O)OC)C[C@H]1C(NC[C@@H]1C=C)=O